6-((1R,6R)-6-aminocyclohex-3-en-1-yl)-2-chloro-N-(furan-2-ylmethyl)-7-methylthieno[3,2-d]pyrimidin-4-amine N[C@@H]1CC=CC[C@H]1C1=C(C=2N=C(N=C(C2S1)NCC=1OC=CC1)Cl)C